C(C)OC1=NC=CC=C1C1=NC(=C(C=C1)N1[C@@H](CN(CC1)C(=O)C1(CCCC1)C(F)(F)F)CC)O[C@H]1CN(CC1)C 2'-ethoxy-5-[(2R)-2-ethyl-4-[1-(trifluoromethyl)cyclopentanecarbonyl]piperazin-1-yl]-6-{[(3R)-1-methylpyrrolidin-3-yl]oxy}-2,3'-bipyridine